1-(4-(7-(3-hydroxynaphthalen-1-yl)-2-((4-methylmorpholin-3-yl)methoxy)-5,6,7,8-tetrahydropyrido[3,4-d]pyrimidin-4-yl)piperazin-1-yl)prop-2-en-1-one OC=1C=C(C2=CC=CC=C2C1)N1CC=2N=C(N=C(C2CC1)N1CCN(CC1)C(C=C)=O)OCC1N(CCOC1)C